FC1=C(OC(O1)=C)C fluoro-2-methylene-4-methyl-1,3-dioxole